C1(CC1)CN(C(OC(C)(C)C)=O)[C@H]1[C@@H](C1)C=1SC(=CC1)C(NC1CCC(CC1)(F)F)=O Tert-butyl (cyclopropylmethyl)(trans-2-(5-((4,4-difluorocyclohexyl)carbamoyl)thiophen-2-yl)cyclopropyl)carbamate